N[C@@H](CSC(C(=O)O)CC=O)C(=O)O 2-{[(2R)-2-amino-2-carboxyethyl]sulfanyl}-4-oxobutanoic acid